3-amino-5-(difluoromethyl)-6-[(1R)-1-methylbut-3-enyloxy]pyridine-2-carboxylic acid methyl ester COC(=O)C1=NC(=C(C=C1N)C(F)F)O[C@@H](CC=C)C